C1(CC1)CNC1(CN(C1)C1=NC=C(C=C1F)C1=NNC2=CC=C(C=C12)O[C@H](C)C1=C(C=NC=C1Cl)Cl)CC#N 2-[3-(Cyclopropylmethyl-amino)-1-[5-[5-[(1R)-1-(3,5-dichloro-4-pyridyl)ethoxy]-1H-indazol-3-yl]-3-fluoro-2-pyridyl]azetidin-3-yl]acetonitrile